p-tertiary-butyl-styrene C(C)(C)(C)C1=CC=C(C=C)C=C1